tert-butyl (3S)-4-(6-fluoro-7-(2-fluoro-6-isopropoxyphenyl)-1-(2-isopropyl-4-methylpyridin-3-yl)-2-oxo-1,2-dihydropyrido[2,3-d]pyrimidin-4-yl)-3-methylpiperazine-1-carboxylate FC1=CC2=C(N(C(N=C2N2[C@H](CN(CC2)C(=O)OC(C)(C)C)C)=O)C=2C(=NC=CC2C)C(C)C)N=C1C1=C(C=CC=C1OC(C)C)F